C1(CCC1)N1CCC(CC1)N1C(NC2=C1C=CC(=C2)C=2C=C(C=1N(C2)N=CN1)OC)=O 1-(1-Cyclobutylpiperidin-4-yl)-5-(8-methoxy-[1,2,4]triazolo[1,5-a]pyridin-6-yl)-1,3-dihydro-2H-benzo[d]imidazol-2-on